FC(C=1N=C(SC1)N)(F)F 4-(trifluoromethyl)-2-thiazolamine